1-(5-bromo-4-chloro-1-methyl-1H-indazol-3-yl)dihydropyrimidine-2,4(1H,3H)-dione BrC=1C(=C2C(=NN(C2=CC1)C)N1C(NC(CC1)=O)=O)Cl